N(=[N+]=[N-])CCOCCOCCOCCOCCC(=O)NN 1-azido-3,6,9,12-tetraoxapentadecane-15-hydrazide